FC(C1=CC=C(C=C1)CC=1C=2N(C=CC1)N=CC2C(=O)NC2CCC(CC2)CC(=O)OC)(F)F methyl 2-[4-[[4-[[4-(trifluoromethyl) phenyl]methyl]pyrazolo[1,5-a]pyridine-3-carbonyl]amino]cyclohexyl]acetate